ClC=1C(=C(C(=CC1)N1N=NN=C1)C1=CC(N2[C@@H](CC[C@@H]2C1)C(=O)OCC(=O)C=1C(=NC(=C(C1[2H])[2H])NC(C)=O)F)=O)F 2-(6-Acetamido-2-fluoropyridin-3-yl-4,5-d2)-2-oxoethyl (3S,8aR)-7-(3-chloro-2-fluoro-6-(1H-tetrazol-1-yl)phenyl)-5-oxo-1,2,3,5,8,8a-hexahydroindolizine-3-carboxylate